N-(cyanamido(oxo)(2-(1,2,3-trihydroxypropan-2-yl)thiazol-5-yl)-λ6-sulfaneylidene)-2-(4-cyano-3-fluoro-2,6-diisopropylphenyl)acetamide N(C#N)S(=NC(CC1=C(C(=C(C=C1C(C)C)C#N)F)C(C)C)=O)(C1=CN=C(S1)C(CO)(CO)O)=O